(2-(pyrrolidin-1-yl)ethyl)benzofuran-4-carboxamide N1(CCCC1)CCC=1OC=2C(C1)=C(C=CC2)C(=O)N